C1(CCC1)C=1C(=NN(C1NC(C[C@@H](C(F)(F)F)OCC)=O)C)C1CC(C1)(F)F (S)-N-(4-cyclobutyl-3-(3,3-difluorocyclobutyl)-1-methyl-1H-pyrazol-5-yl)-3-ethoxy-4,4,4-trifluorobutanamide